(E)-3-[4-[Bis(2-hydroxyethyl)amino]phenyl]-1-(4-bromophenyl)prop-2-en-1-one OCCN(C1=CC=C(C=C1)/C=C/C(=O)C1=CC=C(C=C1)Br)CCO